C[C@@H]1O[C@@H](CN(C1)C1=CC=CC(=N1)C1CC(C1)C1=CC(=NC=C1)C#N)C 4-(3-(6-((2S,6R)-2,6-dimethylmorpholino)pyridin-2-yl)cyclobutyl)picolinonitrile